FC1=C(C=C(C=C1)Br)[N+](=O)[O-] 1-fluoro-4-bromo-2-nitrobenzene